2-(piperidin-1-yl)benzoic acid N1(CCCCC1)C1=C(C(=O)O)C=CC=C1